trithiouric acid N1C(=S)NC=2NC(=S)NC2C1=S